7-amino-3,4-dihydronaphthalen NC1=CC=C2CCC=CC2=C1